COC=1C=2N(C=CC1C=O)N=CC2 4-Methoxypyrazolo[1,5-a]pyridine-5-carbaldehyde